CC([C@H](C)N1C(C=CC2=C1N=C(N=C2)N[C@@H](C)C2=CC=C(C=C2)C=2C(=CC=CC2)C#N)=O)C 4'-[(1S)-1-({8-[(2S)-3-methylbutan-2-yl]-7-oxo-7,8-dihydropyrido[2,3-d]pyrimidin-2-yl}amino)ethyl]biphenyl-2-carbonitrile